NC1CCN(CC1)C([C@@H](CCCCNC[C@@H](CO)O)NC([C@@H](CC(C)C)NC([C@@H](CC1=CC=CC=C1)NC([C@@H](CC1=CC=CC=C1)N)=O)=O)=O)=O 4-Amino-1-((R)-2-((R)-2-((R)-2-((R)-2-amino-3-phenylpropanamido)-3-phenylpropan-amido)-4-methylpentanamido)-6-(((S)-2,3-dihydroxypropyl)amino)hexanoyl)piperidin